4-Methyl-5-(2-(4-morpholinophenylamino)pyrimidin-4-yl)thiazol CC=1N=CSC1C1=NC(=NC=C1)NC1=CC=C(C=C1)N1CCOCC1